C(C=C)(=O)N1C[C@@H](N(CC1)C=1C2=C(N(C(N1)=O)C=1C(=NC=CC1SC)C(C)C)N=C(C(=C2)Cl)C2=C(C(=CC(=C2F)F)F)N)C 4-((S)-4-propenoyl-2-methylpiperazin-1-yl)-7-(2-amino-3,5,6-trifluorophenyl)-6-chloro-1-(2-isopropyl-4-(methylsulfanyl)pyridin-3-yl)pyrido[2,3-d]pyrimidin-2(1H)-one